FC1=C(C=C(C=C1)NC(OC(C)(C)C)=O)O tert-butyl (4-fluoro-3-hydroxyphenyl)carbamate